1-methyl-4-((4-methoxypyrimidin-6-yl)amino)-7-chloro-N-(4-methoxyphenylsulfonyl)-indole-2-carboxamide CN1C(=CC2=C(C=CC(=C12)Cl)NC1=CC(=NC=N1)OC)C(=O)NS(=O)(=O)C1=CC=C(C=C1)OC